Bisbenzylpyrrole C(C1=CC=CC=C1)C1=C(NC=C1)CC1=CC=CC=C1